FC1=CC=CC=2N(C=NC21)CC2OCC2 4-fluoro-1-(oxetan-2-yl-methyl)-1H-benzo[d]imidazole